N1=NC=C2N1C=C(C=C2)/C=C/C(=O)OCC ethyl (E)-3-(triazolo[1,5-a]pyridin-6-yl)prop-2-enoate